N1C=C(C2=CC=CC=C12)CCOC(C)=O acetic acid-2-(1H-indole-3-yl)-ethyl ester